FC(C(=O)N(C)OC)(C)F 2,2-difluoro-N-methoxy-N-methylpropanamide